3,6-dicyano-1-methyl-2-oxo-1,2-dihydro-1,5-naphthyridin-4-yl trifluoromethanesulfonate FC(S(=O)(=O)OC1=C(C(N(C2=CC=C(N=C12)C#N)C)=O)C#N)(F)F